6-chloro-5'-(3-chlorophenyl)-2'-(5-ethyl-2-methoxyphenyl)-3'-isopropyl-3'H-spiro[indoline-3,4'-pyrrolo[3,4-d]imidazole]-2,6'(5'H)-dione ClC1=CC=C2C(=C1)NC(C21N(C(C=2N=C(N(C21)C(C)C)C2=C(C=CC(=C2)CC)OC)=O)C2=CC(=CC=C2)Cl)=O